(s)-2-ethylbutyl 2-(((s)-(((2r,3s,4r,5r)-5-(4-aminopyrrolo[2,1-f][1,2,4]triazin-7-yl)-5-cyano-3,4-dihydroxytetrahydrofuran-2-yl)methoxy) (phenoxy) phosphoryl)amino)propanoate NC1=NC=NN2C1=CC=C2[C@]2([C@@H]([C@@H]([C@H](O2)CO[P@](=O)(OC2=CC=CC=C2)N[C@H](C(=O)OCC(CC)CC)C)O)O)C#N